C(C1=CC=CC=C1)OC1=NN2C(C=CC(=C2)N(S(=O)(=O)C2=CC=C(C=C2)C)CCC(=C)C)=C1 N-(2-(benzyloxy)pyrazolo[1,5-a]pyridin-6-yl)-4-methyl-N-(3-methylbut-3-en-1-yl)benzenesulfonamide